O=C1NC(CCC1C1=COC2=C1C=C(C=C2)[N-]CCCCCCCNC2CC1(C2)CCC1)=O N-(3-(2,6-dioxopiperidin-3-yl)benzofuran-5-yl)-7-(spiro[3.3]heptan-2-ylamino)heptylamide